BrCCCCCCCCOC(\C=C(\CCCCCC)/CCCCC)=O (E)-8-bromooctanyl-3-pentylnon-2-enoate